C(C)(C)C=1C(=CC2=C(N(C(N2)=O)C2CCN(CC2)CC2CCOCC2)C1)C=1C=C(C=2N(C1)N=CN2)OC 6-isopropyl-5-(8-methoxy-[1,2,4]triazolo[1,5-a]pyridin-6-yl)-1-(1-((tetrahydro-2H-pyran-4-yl)methyl)piperidin-4-yl)-1,3-dihydro-2H-benzo[d]imidazol-2-one